NC(C(C1=CC=CC=C1)SC=1C(=C(C(=C(C1)N1CCC(CC1)OCCNC(OC(C)(C)C)=O)C#N)CC)C#N)=O tert-butyl (2-((1-(5-((2-amino-2-oxo-1-phenylethyl)thio)-2,4-dicyano-3-ethylphenyl)piperidin-4-yl)oxy)ethyl)carbamate